5-chloro-2-fluoro-3-(2,2,2-trifluoroethoxy)pyridine ClC=1C=C(C(=NC1)F)OCC(F)(F)F